Bis(hydroxyethyl)terephthalat OCCOC(C1=CC=C(C(=O)OCCO)C=C1)=O